1-(5-bromo-1-tosyl-1H-pyrrolo[2,3-b]pyridin-3-yl)ethan-1-one magnesium [Mg].BrC=1C=C2C(=NC1)N(C=C2C(C)=O)S(=O)(=O)C2=CC=C(C)C=C2